(2-Chlorotrityl) (R)-4-(((1S,2S)-2-aminocyclohexyl) (methyl)amino)-3-methyl-4-oxobutanoate N[C@@H]1[C@H](CCCC1)N(C([C@@H](CC(=O)OC(C1=C(C=CC=C1)Cl)(C1=CC=CC=C1)C1=CC=CC=C1)C)=O)C